C(C)OC1=NC=CC=C1C1=NC(=C(C=C1)F)C(=O)NC1CN(C1)CCC(=O)OC methyl 3-(3-(2'-ethoxy-5-fluoro-[2,3'-bipyridine]-6-carboxamido)azetidin-1-yl)propanoate